C(C)(C)(C)C=1C=C(C(=NC1)[Na])C(=O)O 5-tert-butylcarboxypyridin-2-yl-sodium